O1C2=C(NCC1)N=CC=C2C(C)=O 1-{2H,3H,4H-pyrido[3,2-b][1,4]oxazin-8-yl}ethanone